N1=CN=CC2=C1NCC=C2 7,8-dihydropyrido[2,3-d]pyrimidin